C(C=C)(=O)OCC(CC)O 2-hydroxybutyl acrylate